1,1-dideutero-2-((1R,3R,5R)-spiro[bicyclo[3.2.0]heptane-6,2'-[1,3]dioxolan]-3-yl)ethanol [2H]C(C[C@@H]1C[C@@H]2CC3(OCCO3)[C@@H]2C1)(O)[2H]